1-Benzyl-N5-((1R,5S,6r)-3-oxabicyclo[3.1.0]hexan-6-yl)-N3-methyl-1H-pyrazole-3,5-dicarboxamide C(C1=CC=CC=C1)N1N=C(C=C1C(=O)NC1[C@H]2COC[C@@H]12)C(=O)NC